BrC1=CC=C(C=C1)N1N=C(C(=C1)C1=CC=C(C=C1)F)[C@H]1O[C@H](C(N1CCC1=CC2=C(NC(N2)=O)C=C1)=O)C (2r,5s)-2-(1-(4-bromophenyl)-4-(4-fluorophenyl)-1H-pyrazol-3-yl)-5-methyl-3-(2-(2-oxo-2,3-dihydro-1H-benzo[d]imidazol-5-yl)ethyl)oxazolidin-4-one